arsenic zinc sulfide [S-2].[Zn+2].[As+3]